FC=1C(=C(C=CC1)C1C2=C(NC(=C1C(=O)OC)CF)CCC2=O)[C@@H](C)F |o1:23| methyl 4-(3-fluoro-2-((R or S)-1-fluoroethyl) phenyl)-2-(fluoromethyl)-5-oxo-4,5,6,7-tetrahydro-1H-cyclopenta[b]pyridine-3-carboxylate